NC(C)C1=NC(=NN1C1=CC=C(C=N1)C#N)C(F)F 6-[5-(1-Aminoethyl)-3-(difluoromethyl)-1,2,4-triazol-1-yl]pyridin-3-carbonitril